FC1=C(C(=CC=C1)F)NC(C1=C(C=C(C(=C1)F)N1N=C(N(C1=O)CC)CO)O[C@H](C(F)(F)F)C)=O N-(2,6-difluorophenyl)-4-[4-ethyl-3-(hydroxymethyl)-5-oxo-4,5-dihydro-1H-1,2,4-triazol-1-yl]-5-fluoro-2-{[(2S)-1,1,1-trifluoropropan-2-yl]oxy}benzamide